ClC1=CC=CC(=N1)OC=1C=CC=2C3=C(N(C2C1)C)C(N(N=C3)CC3=CC(=CC=C3)[N+](=O)[O-])=O 7-((6-chloropyridin-2-yl)oxy)-5-methyl-3-(3-nitrobenzyl)-3,5-dihydro-4H-pyridazino[4,5-b]indol-4-one